C(C)(C)(C)OC(=O)N1[C@H](C[C@H](CC1)OC1=CC(=C2C(=N1)C(=CS2)C(NC)=O)C(F)(F)F)C (2S,4S)-2-methyl-4-((3-(methylcarbamoyl)-7-(trifluoromethyl)thieno[3,2-b]pyridin-5-yl)oxy)piperidine-1-carboxylic acid tert-butyl ester